BrC1=CC=C(C(=C1C=O)F)I 6-bromo-2-fluoro-3-iodo-benzaldehyde